4-amino-5-(ethylamino)-2-iodobenzonitrile NC1=CC(=C(C#N)C=C1NCC)I